cetyloxypropyl-glyceryl-methoxy-propyl-myristamide C(CCCCCCCCCCCCCCC)OCCCC(C(C(=O)N)(CCC)OC)(CCCCCCCCCCC)CC(O)CO